ClC=1C=CC=C2C=CC(=NC12)NC1=CC=C(C=C1)OC1=CC=C(C=C1)C 8-chloro-N-(4-(p-tolyloxy)phenyl)quinolin-2-amine